CC1=C(C=C(C(=C1)O)C(C)(C)C)C(CC(C)C1=C(C=C(C(=C1)C(C)(C)C)O)C)C1=C(C=C(C(=C1)C(C)(C)C)O)C 1,1,3-tris(2-methyl-4-hydroxy-5-tert-Butylphenyl)butane